C(#N)C1=C(C(=CC=C1)N1CCN(CC1)C(C)C)NC(=O)N1CC(CC1)(OC1=NC=CC=C1)C N-[2-cyano-6-(4-isopropylpiperazin-1-yl)phenyl]-3-methyl-3-(pyridin-2-yloxy)pyrrolidine-1-carboxamide